FC1=C2C(OC(C2=CC=C1F)=CC=1C=C(C(=O)N2CCN(CC2)C2=NC=C(C#N)C=C2)C=CC1)=O 6-(4-(3-((4,5-difluoro-3-oxoisobenzofuran-1(3H)-ylidene)methyl)benzoyl)piperazin-1-yl)nicotinonitrile